6'-(4-fluorophenyl)-2-oxo-4'-(2,2,2-trifluoroethoxy)-2H-[1,2'-bipyridine]-3'-carbonitrile FC1=CC=C(C=C1)C1=CC(=C(C(=N1)N1C(C=CC=C1)=O)C#N)OCC(F)(F)F